COC=1C=C(C=CC1OC)C1=CC=NC=2N1N=C(C2)C2=C(C(=O)N)C=CC(=C2)OCC (7-(3,4-dimethoxyphenyl)pyrazolo[1,5-a]pyrimidin-2-yl)-4-ethoxybenzamide